(R)-4-((1-(tert-Butoxycarbonyl)pyrrolidin-3-yl)oxy)benzoic acid C(C)(C)(C)OC(=O)N1C[C@@H](CC1)OC1=CC=C(C(=O)O)C=C1